1,7-dihydroxy-3-adamantanecarboxylic acid OC12CC3(CC(CC(C1)(C3)O)C2)C(=O)O